CC(C)(C)C1=CC=C(C=C1)C=C p-tert-butylstyrene